N[C@@H](CCCCN)C(=O)N[C@@H](CC1=CC=C(C=C1)O)C(=O)N1[C@H](CCC1)C(=O)N1[C@@H](CCC1)C(=O)N([C@@H](CCC(O)=O)C(=O)N[C@@H]([C@H](O)C)C(=O)O)C(C(CCCCCCCC)N)=O L-lysyl-L-tyrosinyl-D-prolyl-L-prolyl-(2S)-2-aminodecanoyl-L-α-glutamyl-L-threonine